N-(2-Fluoro-4-methyl-5-(8-morpholinoimidazo[1,2-a]pyridin-6-yl)phenyl)-2-(1,1,1-trifluoro-2-methylpropan-2-yl)isonicotinamide FC1=C(C=C(C(=C1)C)C=1C=C(C=2N(C1)C=CN2)N2CCOCC2)NC(C2=CC(=NC=C2)C(C(F)(F)F)(C)C)=O